2,4,6-tris(4-hydroxy-3,5-di-tert-butyl-phenoxy)-1,3,5-triazine OC1=C(C=C(OC2=NC(=NC(=N2)OC2=CC(=C(C(=C2)C(C)(C)C)O)C(C)(C)C)OC2=CC(=C(C(=C2)C(C)(C)C)O)C(C)(C)C)C=C1C(C)(C)C)C(C)(C)C